4,4-difluoro-piperidine-2-carboxylic acid FC1(CC(NCC1)C(=O)O)F